C[Si](C=C[SiH2]C(N(CC)CC)N(CC)CC)(OCC)OCC 1-methyldiethoxysilyl-2-bis(diethylamino)methylsilylethylene